C(CCCCC(C)C)C=1C(=C(C(=O)OCCOCCOCCO)C=CC1)CCCCCC(C)C triethylene glycol diisooctyl-benzoate